erucyl isostearate Erucyl-oleate C(CCCCCCCCCCC\C=C/CCCCCCCC)OC(CCCCCCC\C=C/CCCCCCCC)=O.C(CCCCCCCCCCCCCCC(C)C)(=O)OCCCCCCCCCCCC\C=C/CCCCCCCC